5-(benzo[d]thiazol-6-yl)-4-(3-(trifluoromethyl)phenyl)thiazol-2-amine S1C=NC2=C1C=C(C=C2)C2=C(N=C(S2)N)C2=CC(=CC=C2)C(F)(F)F